Methyl-2-(3-methyl-1-benzothien-2-yl)-5-[(1S)-1-(4-methylphenyl)ethoxy]quinoline-4-carboxylic acid CC=1C(=NC2=CC=CC(=C2C1C(=O)O)O[C@@H](C)C1=CC=C(C=C1)C)C=1SC2=C(C1C)C=CC=C2